ditetradecyl-dimethylammonium Ethyl-2-(2-cyclopropyl-4-((4-(4-(trifluoromethyl)benzyl)piperazin-1-yl)methyl)phenoxy)-2-methylpropanoate 2-methylpropyl-acetate (isobutyl-acetate) C(C(C)C)CC(=O)[O-].CC(COC(C)=O)C.C(C)OC(C(C)(C)OC1=C(C=C(C=C1)CN1CCN(CC1)CC1=CC=C(C=C1)C(F)(F)F)C1CC1)=O.C(CCCCCCCCCCCCC)[N+](C)(C)CCCCCCCCCCCCCC